tert-butyl (2R)-4-(((benzyloxy)carbonyl)amino)-2-formylpyrrolidine-1-carboxylate C(C1=CC=CC=C1)OC(=O)NC1C[C@@H](N(C1)C(=O)OC(C)(C)C)C=O